N1=CC(=CC=C1)C1=CC=C(C=C1)C1=NC2=CC(=NC=C2C=C1)CN (2-(4-(pyridin-3-yl)phenyl)-1,6-naphthyridin-7-yl)methanamine